C(OC1=CC=C(C=C1)N)(OC1=CC=C(C=C1)[N+](=O)[O-])=O p-aminophenyl (4-nitrophenyl) carbonate